C(=O)C=1C=NN(C1)C1CN(C1)C(=O)OC(C)(C)C tert-Butyl 3-(4-formyl-1H-pyrazol-1-yl)azetidine-1-carboxylate